The molecule is an organic heterotetracyclic compound that is 11,12-dihydro-6H-6,12-epoxydibenzo[b,f]oxocine substituted by hydroxy groups at positions 4, 7 and 8, methoxy groups at positions 3 and 9, methyl groups at positions 6 and 12, an oxo group at position 11 and a formyl group at position 1. It is isolated as a racemate from Ascochyta and exhibits inhibitory activity against HIV-1 integrase. It has a role as a metabolite and a HIV-1 integrase inhibitor. It is an organic heterotetracyclic compound, a cyclic ether, a polyphenol, an aromatic ether, a cyclic ketone, an aldehyde and a bridged compound. CC12C3=C(C(=C(C=C3C=O)OC)O)OC(O1)(C4=C(C(=C(C=C4C2=O)OC)O)O)C